CC=1C=CC=2N(C1)C=C(N2)C(=O)OCC Ethyl 6-methylimidazo[1,2-a]pyridine-2-carboxylate